N-[4-(2-fluorophenoxy)-2-{(3S)-3-[(methylamino)methyl]piperidin-1-yl}-3-(trifluoromethyl)phenyl]-2-(pyridazin-4-yl)-1,3-thiazole-4-carboxamide mono[(2E)-2-butenedioic acid] salt C(\C=C\C(=O)O)(=O)O.FC1=C(OC2=C(C(=C(C=C2)NC(=O)C=2N=C(SC2)C2=CN=NC=C2)N2C[C@@H](CCC2)CNC)C(F)(F)F)C=CC=C1